C(C)(C)(C)C1=NOC(=N1)C12CCC(CC1)(CC2)CN(C(=O)C2CC(C2)(C(F)(F)F)O)C2=CC(=CC=C2)P(=O)(C)C (1S,3S)-N-((4-(3-(tert-butyl)-1,2,4-oxadiazol-5-yl)bicyclo[2.2.2]octan-1-yl)methyl)-N-(3-(dimethylphosphoryl)phenyl)-3-hydroxy-3-(trifluoromethyl)cyclobutane-1-carboxamide